ClC=1C=C(C=CC1S(=O)(=O)N1CCC(CC1)NC1=CC=C(C=C1)S(F)(F)(F)(F)F)C=1C=CC=2N(C1)C(=CN2)C#N 6-{3-chloro-4-[(4-{[4-(pentafluoro-λ6-sulfanyl)phenyl]Amino}piperidin-1-yl)sulfonyl]phenyl}imidazo[1,2-a]pyridine-3-carbonitrile